ClC=1C=CC2=C([C@@H](C[C@@H](O2)C(=O)NC23CC(C2)(C3)C3=CN=C(O3)[C@@H]3C[C@@H](C3)OC(F)(F)F)O)C1 (2R,4R)-6-chloro-4-hydroxy-N-(3-{2-[cis-3-(trifluoromethoxy)cyclobutyl]-1,3-oxazol-5-yl}bicyclo[1.1.1]pentan-1-yl)-3,4-dihydro-2H-1-benzopyran-2-carboxamide